OC=1C=C2C(N(C=NC2=CC1)C)=O 6-hydroxy-3-methylquinazolin-4(3H)-one